C(C1=CC=CC=C1)SC1=NC(=CC=C1NC(OC(C)(C)C)=O)Cl tert-butyl N-[2-(benzylsulfanyl)-6-chloropyridin-3-yl]carbamate